FC=1C=C2C(NC=3CCCC(C3C2=C(C1)F)NC)=O 8,10-difluoro-1-(methylamino)-2,3,4,5-tetrahydro-1H-phenanthridin-6-one